2,2-lutidine N1C(C=CC=C1)(C)C